BrC1=NN(C2=CC=C(C=C12)C(F)(F)F)C1OCCCC1 bromo-1-(tetrahydro-2H-pyran-2-yl)-5-(trifluoromethyl)-1H-indazole